CN1N=C(C(=C1)C1=NC=2C(=NC=CC2C=2C=C3CCCC(C3=CC2)NC(=O)C2=NC(=NO2)C(C)(C)C)N1)C 3-tert-Butyl-[1,2,4]oxadiazole-5-carboxylic acid {6-[2-(1,3-dimethyl-1H-pyrazol-4-yl)-3H-imidazo[4,5-b]pyridin-7-yl]-1,2,3,4-tetrahydro-naphthalen-1-yl}-amide